4-[[4-[[(1S)-2-hydroxy-1-phenyl-ethyl]amino]-5-(5-methyl-1,3,4-oxadiazol-2-yl)pyrimidin-2-yl]amino]-N,N-dimethyl-benzamide OC[C@H](C1=CC=CC=C1)NC1=NC(=NC=C1C=1OC(=NN1)C)NC1=CC=C(C(=O)N(C)C)C=C1